methyl 5-(2-chloro-4-methylphenyl)-1-(3-chlorobenzyl)-1H-benzo[d]imidazole-7-carboxylate ClC1=C(C=CC(=C1)C)C1=CC2=C(N(C=N2)CC2=CC(=CC=C2)Cl)C(=C1)C(=O)OC